FC1=C(C=CC(=N1)N(C)C)C1=CC=C(C=C1)C=1N=C2N(C=C(C=C2)OCCOCCOCCOCCOCCOCCI)C1 6-fluoro-5-[4-[6-[2-[2-[2-[2-[2-(2-iodoethoxy)ethoxy]ethoxy]ethoxy]ethoxy]ethoxy]-imidazo[1,2-a]pyridin-2-yl]phenyl]-N,N-dimethyl-pyridin-2-amine